Tetra(neopentyl)zirconium C(C(C)(C)C)[Zr](CC(C)(C)C)(CC(C)(C)C)CC(C)(C)C